COC(=O)C=1C(N(C=CC1)C1=CC=C(C=C1)F)=O.FC1=CC=C2C(=NC(=NC2=C1)C1=CC(=CC=C1)C1=CC(=NO1)[C@]1(C(N(CC1)C)=O)O)C(=O)N (R)-7-fluoro-2-(3-(3-(3-hydroxy-1-methyl-2-oxopyrrolidin-3-yl)isoxazol-5-yl)phenyl)quinazoline-4-carboxamide methyl-1-(4-fluorophenyl)-2-oxo-1,2-dihydropyridine-3-carboxylate